2-ethyl-1-methyl-imidazole C(C)C=1N(C=CN1)C